CC(C(=O)OC1=C(C(OC12CCCCC2)=O)C2=C(C=C(C=C2)Cl)Cl)(CC)C 3-(2,4-dichlorophenyl)-2-oxo-1-oxaspiro[4.5]dec-3-en-4-yl 2,2-dimethylbutyrate